C(C)(SC(C)C(C)O)=O S-(3-hydroxybutan-2-yl) ethanethioate